C1[C@H]([C@H](OC2=C1C(=CC(=C2[C@H]3[C@@H]([C@H](OC4=CC(=CC(=C34)O)O)C5=CC(=C(C=C5)O)O)OC(=O)C6=CC(=C(C(=C6)O)O)O)O)O)C7=CC(=C(C=C7)O)O)O The molecule is a gallate ester obtained by formal condensation of the carboxy group of gallic acid with the (3S)-hydroxy group of procyanidin B4. It has a role as a metabolite. It is a gallate ester, a proanthocyanidin, a polyphenol and a biflavonoid. It derives from a gallic acid and a procyanidin B4.